2-(2-ethylbutanoylamino)-4-[4-(5,6,7,8-tetrahydro-1,8-naphthyridin-2-yl)butyl-(3,3,3-trifluoropropyl)amino]butanoic acid C(C)C(C(=O)NC(C(=O)O)CCN(CCC(F)(F)F)CCCCC1=NC=2NCCCC2C=C1)CC